O=C1CC=CC=2C3=CC=CC=C3C12 oxobiphenylene